N-[4-(cyclohexyloxy)-3-sulfamoylphenyl]-2-phenylacetamide C1(CCCCC1)OC1=C(C=C(C=C1)NC(CC1=CC=CC=C1)=O)S(N)(=O)=O